CCCC(=O)C1=CN=CC=C1 (3-pyridyl)-1-butanone